2-((4-((R)-2-(3,5-dichloropyridin-2-yl)-2H-chromen-8-yl)piperidin-1-yl)methyl)-1-(((S)-oxetan-2-yl)methyl)-1H-benzo[d]imidazole-6-carboxylic acid ClC=1C(=NC=C(C1)Cl)[C@@H]1OC2=C(C=CC=C2C=C1)C1CCN(CC1)CC1=NC2=C(N1C[C@H]1OCC1)C=C(C=C2)C(=O)O